C(C)(C)C1=C(C(=CC(=C1)C1=C(C=CC=C1)OC)C(C)C)C1=C(C=CC=C1)I 2,6-diisopropyl-4-(2-methoxyphenyl)-2'-iodobiphenyl